NCC1=NN(C(N1C)=O)C1=CC(=C(C(=O)NC2=C(C=CC=C2)C)C=C1F)O[C@@H](C)CCC 4-[3-(Aminomethyl)-4-methyl-5-oxo-4,5-dihydro-1H-1,2,4-triazol-1-yl]-5-fluoro-N-(2-methylphenyl)-2-[(2S)-pent-2-yloxy]benzamide